3,6-diethyl-2-cyclohexenone C(C)C1=CC(C(CC1)CC)=O